FC=1C=C2C=NCN(C2=CC1)CC1=CC=C(C=C1)F 6-Fluoro-N-(4-fluorobenzyl)quinazolin